2-Chloro-N-(4-methyl-1,2,5-oxadiazol-3-yl)-4-(methylsulfonyl)-3-(propylsulfinyl)benzamide ClC1=C(C(=O)NC2=NON=C2C)C=CC(=C1S(=O)CCC)S(=O)(=O)C